Diethyl-2-fluoro-2-(perfluoroallyl)malonate C(C)OC(C(C(=O)OCC)(C(C(=C(F)F)F)(F)F)F)=O